(quinazolin-6-yl)methanone N1=CN=CC2=CC(=CC=C12)C=O